3-chloro-3-methylbutanoic acid ClC(CC(=O)O)(C)C